1-(3,4-dimethyl-2-phenyl-2H-pyrazolo[3,4-d]pyridazin-7-yl)-N-(2-(4-ethylpiperazin-1-yl)ethyl)piperidine-3-carboxamide CC=1N(N=C2C(=NN=C(C21)C)N2CC(CCC2)C(=O)NCCN2CCN(CC2)CC)C2=CC=CC=C2